N=1NN=NC1C1=C(C=CC=C1)C1=NC(=CC(=C1)NC(CC=1SC=CC1)=O)N(CCC)CC1=CC=CC=C1 N-(2-(2-(2H-tetrazol-5-yl)phenyl)-6-(benzyl(propyl)amino)pyridin-4-yl)-2-(thiophen-2-yl)acetamide